tert-butyl 3-((S)-1-(4-fluorophenyl)-N-methyl-1,2,3,4-tetrahydroisoquinoline-2-carboxamido)piperidine-1-carboxylate FC1=CC=C(C=C1)[C@@H]1N(CCC2=CC=CC=C12)C(=O)N(C)C1CN(CCC1)C(=O)OC(C)(C)C